3-(7,8-dichloro-1-methyl-4H-[1,2,4]triazolo[4,3-a][1,4]benzodiazepin-6-yl)-4-fluoro-phenol ClC1=C(C=CC2=C1C(=NCC=1N2C(=NN1)C)C=1C=C(C=CC1F)O)Cl